FC1=CC=C(C=C1)C#CC1=CN(C2=NC=C(C=C21)NC(C=C)=O)C N-(3-((4-Fluorophenyl)ethynyl)-1-methyl-1H-pyrrolo[2,3-b]pyridin-5-yl)acrylamide